CN1C=NC(C=2N=CN([C@H]3[C@H](O)[C@H](O)[C@@H](CO)O3)C12)=N 3-methyladenosine